OC(=C(C(=O)O)O)C=CC=CCCCCCCCCCCCCC Dihydroxy-eicosatrienoic acid